N-[(1S)-1-benzyl-2-[[(1S)-1-benzyl-2-(4,4-diethoxybutylamino)-2-oxo-ethyl]amino]-2-oxo-ethyl]hexadecanamide C(C1=CC=CC=C1)[C@@H](C(=O)N[C@H](C(=O)NCCCC(OCC)OCC)CC1=CC=CC=C1)NC(CCCCCCCCCCCCCCC)=O